ClC=1C=C(SC1)C(C(=O)C=1SC=C(C1)Cl)=O 1,2-bis(4-chlorothiophene-2-yl)ethane-1,2-dione